2-methylthieno[2,3-d]pyrimidine-6-carboxamide CC=1N=CC2=C(N1)SC(=C2)C(=O)N